(3-(3-(dimethylamino)-3-methylpyrrolidin-1-yl)-1-(tetrahydro-2H-pyran-2-yl)-1H-pyrazolo[4,3-c]pyridin-6-yl)acetamide CN(C1(CN(CC1)C1=NN(C2=C1C=NC(=C2)CC(=O)N)C2OCCCC2)C)C